C(C)(=O)C1(OC(C=2C(=C3C4=C(C(OC3=CC2CCCCC)(C)C)C=CC(=C4)C)O1)=O)C 2-acetyl-2,8,8,11-tetramethyl-5-pentyl-4H,8H-benzo[c][1,3]dioxino[4,5-f]chromen-4-one